C(C)(C)(C)OC(=O)N1CCN(CC1)C1=C(C=C(C=C1)OCC[S@](=O)C)F (R)-4-(2-fluoro-4-(2-(methylsulfinyl)ethoxy)-phenyl)piperazine-1-carboxylic acid tert-butyl ester